BrC=1C(=NC(=NC1)NC1=CC=C(C=C1)S(=O)(=O)NCCCN1CCN(CC1)CCCN(C/C=C/C(=O)OC)C)NC1=C(C(=CC=C1)F)C(N)=O methyl (E)-4-[3-[4-[3-[[4-[[5-bromo-4-(2-carbamoyl-3-fluoro-anilino)pyrimidin-2-yl]amino]phenyl]sulfonylamino]propyl]piperazin-1-yl]propyl-methyl-amino]but-2-enoate